C(CCCCCC(C)C)(=O)OCCCCCCCCCC(C)C isododecyl isononanoate